titanium 2,3-dihydroxyterephthalic acid sodium salt [Na+].OC1=C(C(=O)[O-])C=CC(=C1O)C(=O)[O-].[Ti+4]